NC1=NC(=C(C(=N1)Cl)C=O)Cl 2-amino-4,6-dichloropyrimidine-5-formaldehyde